ClC1=C(C(=O)O)C(=CC(=C1)C1=CN(C(C2=CC(=CC=C12)F)=O)C)OC 2-chloro-4-(7-fluoro-2-methyl-1-oxo-4-isoquinolinyl)-6-methoxy-benzoic acid